C(C)(C)(C)C=1C(C(C=C(C1)C(C)(C)C)=O)=O 3,5-ditertbutyl-1,2-benzoquinone